3-Glycidyloxypropyltrimethoxy-silane C(C1CO1)OCCC[Si](OC)(OC)OC